C(C)(C)(C)OCC1=C(C=C(C(=C1)Cl)Cl)Cl 2,4,5-trichlorobenzyl tert-butyl ether